The molecule is the hydroxy monocarboxylic acid anion that is the conjugate base of 3-(imidazol-5-yl)lactic acid. It derives from a lactate. It is a conjugate base of a 3-(imidazol-5-yl)lactic acid. C1=C(NC=N1)CC(C(=O)[O-])O